P(OC1=C(C=C(C=C1C(C)(C)C)C(C)(C)C)Br)(OC1=C(C=C(C=C1C(C)(C)C)C(C)(C)C)Br)OC1=C(C=C(C=C1C(C)(C)C)C(C)(C)C)Br tris(2-bromo-4,6-di-t-butylphenyl) phosphite